C(CCCCCC(C)C)OC(=O)C1C(CCCC1)C(=O)OCCCCCCC(C)C cyclohexane-1,2-dicarboxylic diisononyl ester